3-endo-(8-{3-[benzyl-(2,2-dimethylpropionyl)amino]propyl}-8-azabicyclo[3.2.1]oct-3-yl)-benzamide TFA salt OC(=O)C(F)(F)F.C(C1=CC=CC=C1)N(CCCN1C2CC(CC1CC2)C=2C=C(C(=O)N)C=CC2)C(C(C)(C)C)=O